(Z)-1-(2-Hydroxy-4,6-dimethoxyphenyl)-3-(3-hydroxy-4-methoxyphenyl)prop-2-en-1-one OC1=C(C(=CC(=C1)OC)OC)C(\C=C/C1=CC(=C(C=C1)OC)O)=O